C1(=CC=CC=C1)C(C1=CC=CC=C1)=NCC(=O)OC(C)(C)C tert-butyl 2-[(diphenylmethylidene) amino]acetate